BrC=1C=C(C=CC1O)C1=C(C=C(C=C1)NC(=O)C=1C(N(C=CC1OCC)C1=CC=C(C=C1)F)=O)F N-(3'-Bromo-2-fluoro-4'-hydroxy-[1,1'-biphenyl]-4-yl)-4-ethoxy-1-(4-fluorophenyl)-2-oxo-1,2-dihydropyridine-3-carboxamide